Cyanomethane-sulfonyl chloride C(#N)CS(=O)(=O)Cl